C1(=CC=CC=C1)S(=O)(=O)[O-].C1(=CC=CC=C1)[PH2+]C1=CC=CC=C1 diphenyl-phosphonium benzenesulfonate